N-acetyl-S-((piperidine-1-thiocarbonyl)thio)-L-cysteine C(C)(=O)N[C@@H](CSSC(=S)N1CCCCC1)C(=O)O